dodecyl-dilauroyl-amide C(CCCCCCCCCCC)CCCCCCCCCCCC(=O)[N-]C(CCCCCCCCCCC)=O